COC1=CC=C(/C=C/C=2N(C3=CC=CC=C3C2)C2=NC=CC=C2)C=C1 (E)-2-(4-methoxystyryl)-1-(pyridin-2-yl)-1H-indole